tertbutyl (3-ethynylbenzyl)carbamate C(#C)C=1C=C(CNC(OC(C)(C)C)=O)C=CC1